C(C1=CC=CC=C1)(=O)OCCOCCOCCOCC 2-(2-(2-ethoxyethoxy)ethoxy)ethyl benzoate